[3-[(2-bromothiazolo[5,4-d]pyrimidin-7-yl)amino]-2,4-difluoro-phenyl]-3-fluoro-2-methyl-benzenesulfonamide BrC=1SC=2N=CN=C(C2N1)NC=1C(=C(C=CC1F)C1=C(C(=C(C=C1)S(=O)(=O)N)C)F)F